1-((4-(1-((tert-butyldimethylsilyl)oxy)-2-methylpropyl)-1-((2-(trimethylsilyl)ethoxy)methyl)-1H-benzo[d]imidazol-2-yl)methyl)-3-nitropyridin-2(1H)-one [Si](C)(C)(C(C)(C)C)OC(C(C)C)C1=CC=CC=2N(C(=NC21)CN2C(C(=CC=C2)[N+](=O)[O-])=O)COCC[Si](C)(C)C